O=C1N(CC2=CC(=CC=C12)C1=NC=2CCCCC2C(=C1)CN1CCCC1)C1C(NC(CC1)=O)=O 3-(1-oxo-5-(4-(pyrrolidin-1-ylmethyl)-5,6,7,8-tetrahydroquinolin-2-yl)isoindolin-2-yl)piperidine-2,6-dione